4-(bromomethyl)-4'-methoxy-1,1'-biphenyl BrCC1=CC=C(C=C1)C1=CC=C(C=C1)OC